OCCNC=1C2=C(N=CN1)OC(=C2C=2C=C(C=CC2)NC(C=C)=O)C2=CC=CC=C2 N-(3-{4-[(2-Hydroxyethyl)amino]-6-phenylfuro[2,3-d]pyrimidin-5-yl}phenyl)prop-2-enamide